8-((7-(benzyloxy)heptyl)oxy)-4-chloro-1-methyL-6-(tetrahydro-2H-pyran-4-yl)pyrido[3,4-d]pyridazin-7(6H)-one C(C1=CC=CC=C1)OCCCCCCCOC=1C(N(C=C2C(=NN=C(C21)C)Cl)C2CCOCC2)=O